N-[4-fluoro-5-(2-morpholin-4-ylpyrimidin-5-yl)-2-(3,3,4-trimethylpiperazin-1-yl)phenyl]-6-oxo-4-(trifluoromethyl)-1H-pyridine-3-carboxamide FC1=CC(=C(C=C1C=1C=NC(=NC1)N1CCOCC1)NC(=O)C1=CNC(C=C1C(F)(F)F)=O)N1CC(N(CC1)C)(C)C